1-[(2,6-difluoro-4-methoxyphenyl)methyl]-1-(1-methylpiperidin-4-yl)-3-{[4-(propane-2-yloxy)phenyl]methyl}urea FC1=C(C(=CC(=C1)OC)F)CN(C(=O)NCC1=CC=C(C=C1)OC(C)C)C1CCN(CC1)C